C(C)(C)(C)OC(C(Cl)(Cl)Cl)=N tert-butyl-2,2,2-trichloroethanimidoate